C(C)(=O)OCC=CCC 2-penten-1-ol acetate